ClC=1C(=NC(=NC1)NC1CCN(CC1)C(=O)OC(C)(C)C)C=1C=C2C(N(CC2=CC1)CC(N1CC2=CC=CC=C2CC1)=O)=O tert-butyl 4-[(5-chloro-4-{3-oxo-2-[2-oxo-2-(1,2,3,4-tetrahydro isoquinolin-2-yl)ethyl]-2,3-dihydro-1H-isoindol-5-yl}pyrimidin-2-yl)amino]piperidine-1-carboxylate